N-(trans-3-ethoxycyclobutyl)-5-(imidazo[1,2-a]pyridin-6-yl)pyrrolo[2,1-f][1,2,4]triazin-2-amine C(C)O[C@@H]1C[C@H](C1)NC1=NN2C(C=N1)=C(C=C2)C=2C=CC=1N(C2)C=CN1